FC1=C(C(=CC(=C1F)C1=CC2=C(N=C(N=C2)N[C@@H]2CNC[C@H](C2)F)N(C1=O)C(C)C)F)NS(=O)(=O)C1=CC=CC=C1 N-(2,3,6-trifluoro-4-(2-(((3S,5S)-5-fluoro-piperidin-3-yl)amino)-8-isopropyl-7-oxo-7,8-dihydropyrido[2,3-d]-pyrimidin-6-yl)phenyl)-benzenesulfonamide